ethyl (S,E)-3-(3-((tert-butoxycarbonyl)amino)-5-methyl-4-oxo-2,3,4,5-tetrahydrobenzo[b][1,4]oxazepin-7-yl)acrylate C(C)(C)(C)OC(=O)N[C@@H]1C(N(C2=C(OC1)C=CC(=C2)/C=C/C(=O)OCC)C)=O